(3R,4S)-3-((S)-2-aminopropanamido)-1-(N-(2-((tert-butoxycarbonyl)amino)ethyl)sulfamoyl)-4-(3-(4,4,5,5-tetramethyl-1,3,2-dioxaborolan-2-yl)propyl)pyrrolidine-3-carboxylic acid N[C@H](C(=O)N[C@]1(CN(C[C@@H]1CCCB1OC(C(O1)(C)C)(C)C)S(NCCNC(=O)OC(C)(C)C)(=O)=O)C(=O)O)C